The molecule is a primary ammonium ion resulting from the protonation of the amino group of beta-D-galactosyl-(1<->1')-sphinganine; major species at pH 7.3. It is a conjugate acid of a beta-D-galactosyl-(1<->1')-sphinganine. CCCCCCCCCCCCCCC[C@H]([C@H](CO[C@H]1[C@@H]([C@H]([C@H]([C@H](O1)CO)O)O)O)[NH3+])O